The molecule is the dicarboxylic acid that is 2,3,4,5-tetrahydrodipicolinic acid hydroxylated at C-4 and with configuration 2S,4S. It derives from a dipicolinic acid. It is a conjugate acid of a (2S,4S)-4-hydroxy-2,3,4,5-tetrahydrodipicolinate(2-). C1[C@@H](CC(=N[C@@H]1C(=O)O)C(=O)O)O